(2S)-2-[Ethyl(9H-fluoren-9-ylmethoxycarbonyl)amino]-3-(4-methylphenyl)propanoic acid C(C)N([C@H](C(=O)O)CC1=CC=C(C=C1)C)C(=O)OCC1C2=CC=CC=C2C=2C=CC=CC12